BrC=1C=C(C=NC1)C#N 5-bromo-pyridine-3-carbonitrile